N-(4-{[6-(5-chloro-2-fluoro-phenyl)-3-[(2-hydroxyethyl)-sulfanyl]pyridazin-4-yl]amino}-pyridin-2-yl)-3-(3,5-dimethyl-piperazin-1-yl)propanamide ClC=1C=CC(=C(C1)C1=CC(=C(N=N1)SCCO)NC1=CC(=NC=C1)NC(CCN1CC(NC(C1)C)C)=O)F